NC1=NC=C(C2=C1C=NN2C)C=2C=NN(C2)C 4-amino-1-methyl-7-(1-methyl-1H-pyrazol-4-yl)-1H-pyrazolo[4,3-c]pyridin